C(C1=CC=CC=C1)N1N=C(N=C1)C(=O)NC1C(N(C=2N(CC1)N=C(C2)CN2CC(C2)OC)C)=O 1-benzyl-N-[2-[(3-methoxyazetidin-1-yl)methyl]-4-methyl-5-oxo-7,8-dihydro-6H-pyrazolo[1,5-a][1,3]diazepin-6-yl]-1,2,4-triazole-3-carboxamide